2-methyl-N-(3-methylbutan-2-en-1-yl)undecan-1-imine oxide CC(C=[N+](CC=C(C)C)[O-])CCCCCCCCC